Diethyl 1,4-dihydro-2,4,6-trimethyl-3,5-pyridinedicarbate CC=1NC(=C(C(C1C(=O)OCC)C)C(=O)OCC)C